FC(C(=O)O)(F)F.NC/C(/COC=1C=C2CCN(C(C2=CN1)=O)C1CC1)=C/F (Z)-6-((2-(aminomethyl)-3-fluoroallyl)oxy)-2-cyclopropyl-3,4-dihydro-2,7-naphthyridin-1(2H)-one trifluoroacetate salt